ClC=1C=NN(C(C1C1=CC=CC=C1)=O)CC(=O)O 2-(4-chloro-6-oxo-5-phenyl-pyridazin-1-yl)acetic acid